CC1=CC2=C(N=C(N=C2OC[C@@H]2C[C@@H](C2)C(F)(F)F)N2C[C@@H](OCC2)C=2C=NN(C2)C)N=C1C 6,7-dimethyl-2-((2S)-2-(1-methyl-1H-pyrazol-4-yl)-4-morpholinyl)-4-((cis-3-(trifluoromethyl)cyclobutyl)methoxy)pyrido[2,3-d]pyrimidine